8-[1-[4-chloro-2-(4,4,5,5-tetramethyl-1,3,2-dioxaborolan-2-yl)anilino]ethyl]-2-(dimethylamino)-3,6-dimethyl-chromen-4-one ClC1=CC(=C(NC(C)C=2C=C(C=C3C(C(=C(OC23)N(C)C)C)=O)C)C=C1)B1OC(C(O1)(C)C)(C)C